(±)-trans-2-((2-(4-(tert-butoxycarbonyl)piperazin-1-yl)-2-oxoethyl)thio)-3a,4,5,6,7,7a-hexahydro-1H-benzo[d]imidazol-3-ium chloride [Cl-].C(C)(C)(C)OC(=O)N1CCN(CC1)C(CSC1=[NH+][C@H]2[C@H](N1)CCCC2)=O |r|